C1(CC1)CC1=CC=C(C=C1)N(C=1C=C2CCN[C@@H](C2=CC1)CNC1=C(C(=O)O)C=CN=C1)C (S)-3-(((6-((4-(cyclopropylmethyl)phenyl)(methyl)amino)-1,2,3,4-tetrahydroisoquinolin-1-yl)methyl)amino)isonicotinic acid